6-bromo-3-(2-morpholinopropyl)quinazolin-4(3H)-one BrC=1C=C2C(N(C=NC2=CC1)CC(C)N1CCOCC1)=O